ClC1=NC(=C(C(=N1)N)[N+](=O)[O-])N 2-chloro-4,6-diamino-5-nitropyrimidine